[(2R)-3-(3-ethyl-4-oxo-spiro[6,8-dihydro-5H-pyrazolo[4,3-c]azepine-7,4'-tetrahydropyran]-1-yl)-2-methyl-propyl] tetrahydropyran-4-carboxylate O1CCC(CC1)C(=O)OC[C@@H](CN1N=C(C=2C(NCC3(CCOCC3)CC21)=O)CC)C